NC(COC1=CC=C(C=C1)C1=CN=C2N1N=C(C=C2)NC(C)C2=CC(=CC=C2)F)C 3-[4-(2-aminopropoxy)phenyl]-N-[1-(3-fluorophenyl)ethyl]imidazo[1,2-b]pyridazin-6-amine